2,5-dibromo-3-fluoroaniline BrC1=C(N)C=C(C=C1F)Br